FC(S(=O)(=O)[O-])(F)F.[Sc+3].FC(S(=O)(=O)[O-])(F)F.FC(S(=O)(=O)[O-])(F)F scandium (3+) trifluoromethanesulfonate